acryl-phosphine oxide C(=O)(C=C)[PH2]=O